C(C)[C@]1(C(OCC=2C(N3CC=4C(=NC=5C=CC(=C6C5C4CCC6)NC(C6=CC=CC=C6)(C6=CC=CC=C6)C6=CC=CC=C6)C3=CC21)=O)=O)O (S)-9-ethyl-9-hydroxy-4-(tritylamino)-1,2,3,9,12,15-hexahydro-10H,13H-benzo[de]pyrano[3',4':6,7]indolizino[1,2-b]quinoline-10,13-dione